Ethyl (Z)-5-(4-(2-((tert-butoxycarbonyl)amino)ethoxy)-3-hydroxy benzylidene)-4-oxo-2-(phenylamino)-4,5-dihydrothiophene-3-carboxylate C(C)(C)(C)OC(=O)NCCOC1=C(C=C(\C=C/2\C(C(=C(S2)NC2=CC=CC=C2)C(=O)OCC)=O)C=C1)O